CC1=NC=C(C=N1)OB(O)O (2-methylpyrimidine-5-yl)boric acid